C(C(C)(C)C)(=O)OC(OC(NC(C(N[C@H](COCC1=CC=CC=C1)C(=O)N1CCC2(CC1)CN(C1=CC=CC=C12)S(=O)(=O)C)=O)(C)C)=O)C (4R)-7,7-dimethyl-4-(1-(methylsulfonyl) spiro[indolin-3,4'-piperidin]-1'-carbonyl)-6,9-dioxo-1-phenyl-2,10-dioxa-5,8-diazadodecan-11-yl pivalate